8-bromo-7-hydroxy-3,4-dihydronaphthalen-1(2H)-one BrC=1C(=CC=C2CCCC(C12)=O)O